C(C1=CC=CC=C1)NC1=NN2C(C=CC(=C2)C2=CN=NC(=C2)C)=N1 N-benzyl-6-(6-methylpyridazin-4-yl)-[1,2,4]triazolo[1,5-a]pyridin-2-amine